((1R,5S,6s)-3-(2-(3,3-difluoro-2-methylazetidin-1-yl)-8,8-difluoro-5,6,7,8-tetrahydroquinazolin-4-yl)-3-azabicyclo[3.1.0]hexane-6-yl)acetic acid FC1(C(N(C1)C1=NC=2C(CCCC2C(=N1)N1C[C@@H]2C([C@@H]2C1)CC(=O)O)(F)F)C)F